2-amino-1-(p-tolyl)ethan-1-one cumylperoxyneohexanoate C(C)(C)(C1=CC=CC=C1)OOC(CC(C)(C)C)=O.NCC(=O)C1=CC=C(C=C1)C